N=1C=C(N2C1C=CC=C2)C(=O)N2CC1=C(CC2)C(=CS1)C(=O)NC1=CC(=CC(=C1)C(F)(F)F)N1CCN(CC1)C 6-(imidazo[1,2-a]pyridine-3-carbonyl)-N-(3-(4-methylpiperazin-1-yl)-5-(trifluoromethyl)phenyl)-4,5,6,7-tetrahydrothieno[2,3-c]pyridine-3-carboxamide